C1(CC1)C1=CC=C2C(=C(C(N(C2=C1)C)=O)C#N)N1CCC(CC1)(C=1OC2=C(N1)C=C(C=C2)C)C 7-cyclopropyl-1-methyl-4-[4-methyl-4-(5-methyl-1,3-benzoxazol-2-yl)piperidin-1-yl]-2-oxo-1,2-dihydroquinoline-3-carbonitrile